CN1CCC(CC1)C=1SC2=C(N1)C=C(C=C2)B2OC(C(O2)(C)C)(C)C 2-(methylpiperidin-4-yl)-5-(4,4,5,5-tetramethyl-1,3,2-dioxaborolan-2-yl)Benzo[d]thiazole